(Phenylsulfonyl)-2,3,4',5,6,7'-hexahydrospiro[pyran-4,2'-pyrrolo[3',2':5,6]pyrido[3,4-b]pyrazine]-3'(1'H)-one C1(=CC=CC=C1)S(=O)(=O)N1C2=C(NC(C13CCOCC3)=O)C=NC3=C2C=CN3